FC(C1=CC=C(C=C1)/C=C/C(=O)NCC(=O)O)(F)F 2-[[(E)-3-[4-(Trifluoromethyl)phenyl]prop-2-enoyl]amino]acetic acid